2-methoxy-5-(6-(methoxycarbonyl)spiro[3.3]hept-2-yl)benzoic acid COC1=C(C(=O)O)C=C(C=C1)C1CC2(C1)CC(C2)C(=O)OC